C(CC(C)C)OCC(OCC(C)OCCCCC)C dipropylene glycol pentyl isoamyl ether